vinylacetate C(=C)CC(=O)[O-]